2,6-dimethyl-1-oxo-1,2-dihydrobenzo[b][1,6]naphthyridine-4-carboxylic acid CN1C(C=2C=C3C(=NC2C(=C1)C(=O)O)C(=CC=C3)C)=O